ClC=1N=C(C2=C(N1)C=NC(=C2)Cl)NC(C)C2=C(C(=CC=C2)S(=O)(=O)C)C (2,6-dichloro-pyrido[3,4-d]pyrimidin-4-yl)-[1-(3-methanesulfonyl-2-methyl-phenyl)-ethyl]-amine